2-[2-[[2-hydroxy-1-(2-hydroxyphenyl)-2-oxoethyl]amino]ethylamino]-2-(2-hydroxyphenyl)acetic acid OC(C(C1=C(C=CC=C1)O)NCCNC(C(=O)O)C1=C(C=CC=C1)O)=O